1,3-dihydrooxazine O1NCCC=C1